2-[5-[(3R)-3-ethylpyrrolidin-1-yl]-3-methyl-2-oxo-benzimidazol-1-yl]glutaric acid C(C)[C@H]1CN(CC1)C1=CC2=C(N(C(N2C)=O)C(C(=O)O)CCC(=O)O)C=C1